OC[C@@H](CC(C)C)NC1=NC(=NC(=N1)CC(C)(C1=CC=CC=C1)C)NS(=O)(=O)C (R)-N-(4-((1-hydroxy-4-methylpent-2-yl)amino)-6-(2-methyl-2-phenylpropyl)-1,3,5-triazin-2-yl)methanesulfonamide